C(C)(C)(C)OC(NC1=NC=CC(=C1I)F)=O (4-fluoro-3-iodo-pyridin-2-yl)-carbamic acid tert-butyl ester